6-[5-(difluoromethyl)-1,3,4-oxadiazol-2-yl]-2-(3,4-difluorophenyl)-2,3-dimethyl-2,3-dihydro-4H-1,3-benzoxazin-4-one FC(C1=NN=C(O1)C=1C=CC2=C(C(N(C(O2)(C)C2=CC(=C(C=C2)F)F)C)=O)C1)F